O=C1CCC(CC1)NC(OCC1=CC=CC=C1)=O benzyl (4-oxocyclohexyl)carbamate